C(CCCCCC\C=C/C=C/C)O (Z,E)-8,10-dodecadienol